cis-3-Fluoro-1-(oxetan-3-yl)piperidin-4-yl (8-amino-7-fluoro-6-(8-methyl-2,3-dihydro-1H-pyrido[2,3-b][1,4]oxazin-7-yl)isoquinolin-3-yl)carbamate NC=1C(=C(C=C2C=C(N=CC12)NC(O[C@@H]1[C@@H](CN(CC1)C1COC1)F)=O)C1=C(C2=C(OCCN2)N=C1)C)F